O1CCN(CC1)C1=CC(=NC=2N1N=C(C2)C=2C=CC(=NC2)N)N2N=C(C=C2)C2=CC=CC=C2 5-[7-morpholino-5-(3-phenylpyrazol-1-yl)pyrazolo[1,5-a]pyrimidin-2-yl]pyridin-2-amine